ClC1=CC=C2C(=CC(=NC2=C1Cl)N1[C@@H](CCC1)CC(=O)NCC(=O)OC(C)(C)C)N1C=NC=C1 tert-butyl (S)-(2-(1-(7,8-dichloro-4-(1H-imidazol-1-yl) quinolin-2-yl) pyrrolidin-2-yl) acetyl)glycinate